((isopropoxydimethylsilyl)methyl) chloride C(C)(C)O[Si](C)(C)CCl